(R)-[(3aR,4R,6R,6aR)-4-(4-chloropyrrolo[2,3-d]pyrimidin-7-yl)-2,2-dimethyl-3a,4,6,6a-tetrahydrofuro[3,4-d][1,3]dioxol-6-yl]-[4-chloro-2-(hydroxymethyl)phenyl]methanol ClC=1C2=C(N=CN1)N(C=C2)[C@@H]2O[C@@H]([C@H]1OC(O[C@H]12)(C)C)[C@H](O)C1=C(C=C(C=C1)Cl)CO